OC1(CCN(CC1)C(=O)C=1C=C(C=CC1)C=1C(=CC=CC1)C#N)CN1C=NN2C(C1=O)=CC=C2 3'-(4-hydroxy-4-((4-oxopyrrolo[2,1-f][1,2,4]triazin-3(4H)-yl)methyl)piperidine-1-carbonyl)-[1,1'-biphenyl]-2-carbonitrile